7-fluoro-1-methyl-2-(4-(methylsulfonyl)phenyl)-5-(1'-(oxetan-3-ylmethyl)-[1,4'-bipiperidin]-4-yl)-1H-benzo[d]imidazole FC1=CC(=CC2=C1N(C(=N2)C2=CC=C(C=C2)S(=O)(=O)C)C)C2CCN(CC2)C2CCN(CC2)CC2COC2